N1C(=NC2=C1C=CC=C2)C(=O)C2=CNC1=NC=CC=C12 (1H-benzo[d]imidazol-2-yl)(1H-pyrrolo[2,3-b]pyridin-3-yl)methanone